FC(C=1N=C2N(C=CC=C2)C1C(=O)O)(F)F 2-(trifluoromethyl)imidazo[1,2-a]pyridine-3-carboxylic acid